C1(=CC=CC2=CC=CC=C12)CC12C(N(C3=CC=CC=C13)CC1=CC=CC3=CC=CC=C13)N(CC2)C(=O)C2=CC=CC=C2 (3a,8-bis(naphthalen-1-ylmethyl)-3,3a,8,8a-tetrahydropyrrolo[2,3-b]indol-1(2H)-yl)(phenyl)methanone